hexahexyl-disilazane [(2S)-2-(tert-butoxycarbonylamino)-4,4-dimethyl-5-methylsulfonyloxy-pentyl]methanesulfonate C(C)(C)(C)OC(=O)N[C@H](CCS(=O)(=O)O)CC(COS(=O)(=O)C)(C)C.C(CCCCC)[Si](N[Si](CCCCCC)(CCCCCC)CCCCCC)(CCCCCC)CCCCCC